C(=O)(OCC1=CC=CC=C1)N[C@H](C(=O)O)CC1=CC=C(O)C(O)=C1 Cbz-DOPA